N-((2-(2,6-dioxopiperidin-3-yl)-1-oxoisoindolin-5-yl)methyl)-2-oxo-2-(2,4,6-trimethoxyphenyl)acetamide O=C1NC(CCC1N1C(C2=CC=C(C=C2C1)CNC(C(C1=C(C=C(C=C1OC)OC)OC)=O)=O)=O)=O